(R)-6-((5-cyanopyridin-2-yl)amino)-N-(2-fluoro-3-hydroxy-3-methylbutyl)-4-(isopropylamino)pyrrolo[1,2-b]pyridazine-3-carboxamide C(#N)C=1C=CC(=NC1)NC=1C=C2N(N=CC(=C2NC(C)C)C(=O)NC[C@H](C(C)(C)O)F)C1